(S*)-6-(cyclopropanecarboxamido)-4-((4-methoxy-1-methyl-5-(2,2,2-trifluoro-1-hydroxyethyl)-1H-indazol-3-yl)amino)-N-(methyl-d3)nicotinamide C1(CC1)C(=O)NC1=NC=C(C(=O)NC([2H])([2H])[2H])C(=C1)NC1=NN(C2=CC=C(C(=C12)OC)[C@@H](C(F)(F)F)O)C |o1:31|